N-[3-chloro-4-[4-(1,1-dimethylpiperidin-1-ium-4-carbonyl)piperazine-1-carbonyl]phenyl]-5-(2,3-difluoro-4-methoxy-phenyl)-1-methyl-imidazole-2-carboxamide ClC=1C=C(C=CC1C(=O)N1CCN(CC1)C(=O)C1CC[N+](CC1)(C)C)NC(=O)C=1N(C(=CN1)C1=C(C(=C(C=C1)OC)F)F)C